OCCC1=C(C=CC=C1)NS(=O)(=O)C1=CC=C(C=C1)NC(NCC=1C=NC=CC1)=O 3-(4-{[2-(2-hydroxyethyl)phenyl]sulfamoyl}phenyl)-1-(pyridin-3-ylmethyl)urea